C(CC(=O)OCCN)(=O)OCCN bis(2-aminoethyl) malonate